ICC#N 2-iodoacetonitrile